C1(=CC=CC2=CC=CC=C12)OP(=O)(OC1=C(C(=C(C(=C1F)F)F)F)F)N[C@@H](C)C(=O)OCC(C)(C)C Neopentyl ((Naphthalen-1-yloxy)(perfluorophenoxy)phosphoryl)-L-alaninate